2-amino-1-(4-methylpiperidin-4-yl)ethan-1-ol dihydrochloride Cl.Cl.NCC(O)C1(CCNCC1)C